FC1=CC=C(CNC(C2=C(N=CC=C2)NCC2=CC=C(C=C2)C=2C=C3C(=NC2)NC(N3)=O)=O)C=C1 N-(4-fluorobenzyl)-2-(4-(2-oxo-2,3-dihydro-1H-imidazo[4,5-b]pyridin-6-yl)benzylamino)nicotinamide